C1=CC=CC=2C3=CC=CC=C3C(C12)CN(C(O)=O)CC1C(C2=C(C=C(C(=C2CC1)C)F)N)=O.NC1=CC(=C(OC2=CC(=NC=C2)NC(=O)C2CCCC2)C=C1)Cl N-[4-(4-amino-2-chloro-phenoxy)-2-pyridyl]cyclopentanecarboxamide (9H-fluoren-9-yl)methyl-((8-amino-6-fluoro-5-methyl-1-oxo-1,2,3,4-tetrahydronaphthalen-2-yl)methyl)carbamate